2-nitroterephthalyl alcohol [N+](=O)([O-])C1=C(CO)C=CC(=C1)CO